C[Pt](C1(C=CC=C1)C)(C)C trimethyl-(methyl-cyclopentadienyl)platinum (IV)